(R)-3-(4-((R)-1-ethoxy-2,2,2-trifluoroethyl)-3-((2-ethoxypyrimidin-5-yl)amino)phenyl)pentanoic acid C(C)O[C@@H](C(F)(F)F)C1=C(C=C(C=C1)[C@@H](CC(=O)O)CC)NC=1C=NC(=NC1)OCC